C1(CC1)C=1C(=CC=2N(N1)C=CN2)OC 6-cyclopropyl-7-methoxy-imidazo[1,2-b]pyridazine